N-((3,3-difluorocyclobutyl)methyl)-5-(4-((trans-4-morpholinocyclohexyl)amino)-7H-pyrrolo[2,3-d]pyrimidin-5-yl)pyrazolo[1,5-a]pyridine-3-carboxamide FC1(CC(C1)CNC(=O)C=1C=NN2C1C=C(C=C2)C2=CNC=1N=CN=C(C12)N[C@@H]1CC[C@H](CC1)N1CCOCC1)F